1-[4-(2,3-Dimethylphenyl)piperazin-1-yl]-2-{3-[4-hydroxy-4-(trifluoromethyl)piperidin-1-carbonyl]-5,6-dihydrocyclopenta[c]pyrazol-1(4H)-yl}ethan-1-on CC1=C(C=CC=C1C)N1CCN(CC1)C(CN1N=C(C2=C1CCC2)C(=O)N2CCC(CC2)(C(F)(F)F)O)=O